C(C)C1=C(CN2C[C@H](CC2)C(=O)O)C=CC(=C1)/C(/C)=N/OCC1=CC(=C(C=C1)C1=CC=CC=C1)F (S,E)-1-(2-ethyl-4-(1-(((2-fluoro-[1,1'-biphenyl]-4-yl)methoxy)imino)ethyl)benzyl)pyrrolidine-3-carboxylic acid